NC1=C(N=CC(=N1)N1CCC2(CC1)CC1=C(C=NC=C1)C2N)SC2=C(C(=NC=C2)N)Cl 1'-(6-amino-5-((2-amino-3-chloropyridin-4-yl)thio)pyrazin-2-yl)-5,7-dihydrospiro[cyclopenta[c]pyridine-6,4'-piperidin]-7-amine